BrC1=CC=C(C=C1)N1N=C(C(=C1)[C@H]1O[C@H](C(N1CCC1=CC=C(C=C1)NC(C)=O)=O)C)C1=CC=C(C=C1)F N-(4-(2-((2R,5S)-2-(1-(4-bromophenyl)-3-(4-fluorophenyl)-1H-pyrazol-4-yl)-5-methyl-4-oxooxazolidin-3-yl)ethyl)phenyl)acetamide